(3S)-1'-(5-bromopyrazin-2-yl)-7-fluoro-1,3-dihydrospiro[indene-2,4'-piperidine]-3-amine BrC=1N=CC(=NC1)N1CCC2(CC1)CC1=C(C=CC=C1[C@H]2N)F